OC1CC(N(C1)CC(=O)O)=O (4-hydroxy-2-oxo-pyrrolidin-1-yl)acetic acid